ClCC(=O)N1CCC(CC1)C=1C=C2C(=C(NC2=CC1)C1=CC(=NC(=C1)C)C)C(C)C 2-chloro-1-(4-(2-(2,6-dimethylpyridin-4-yl)-3-isopropyl-1H-indol-5-yl)piperidin-1-yl)ethanone